C1(CC1)N1C=C(C2=CC=CC=C12)C1=NC(=NC=C1)C1(CC(=C(C=C1OC)N(C)CCN(C)C)N)N.[N] nitrogen 4-(4-(1-cyclopropyl-1H-indol-3-yl)pyrimidin-2-yl)-N1-(2-(dimethylamino)ethyl)-5-methoxy-N1-methylbenzene-1,2,4-triamine